tert-butyl N-[2-chloro-4-(2-fluorophenyl)-3-pyridyl]carbamate ClC1=NC=CC(=C1NC(OC(C)(C)C)=O)C1=C(C=CC=C1)F